4-(2-(2-fluorophenyl)pyridin-4-yl)-7-(3-(4-(2-((Tetrahydro-2H-pyran-2-yl)oxy)ethyl)piperazin-1-yl)propoxy)quinazoline-4,6-diamine FC1=C(C=CC=C1)C1=NC=CC(=C1)C1(NC=NC2=CC(=C(C=C12)N)OCCCN1CCN(CC1)CCOC1OCCCC1)N